NC1=C(C(=NC=C1)N1N=CC(=C1)F)S(=O)(=O)N=CN(C)C amino-N-[(dimethylamino)methylene]-2-(4-fluoro-1H-pyrazol-1-yl)pyridine-3-sulfonamide